(5-(benzyloxy)-2-((2,5-dichloropyrimidin-4-yl)amino)phenyl)dimethylphosphine oxide C(C1=CC=CC=C1)OC=1C=CC(=C(C1)P(C)(C)=O)NC1=NC(=NC=C1Cl)Cl